7-Bromo-3,6-dichloro-1-(1-tosyl-1H-Indole-4-yl)quinoxaline-2(1H)-on BrC1=C(C=C2N=C(C(N(C2=C1)C1=C2C=CN(C2=CC=C1)S(=O)(=O)C1=CC=C(C)C=C1)=O)Cl)Cl